ClC=1C=C(C=CC1)C=1N=C(NC1)C(=O)[C@](N)(CC(C)(C)C)C(=O)N[C@@H](C[C@H]1C(NCC1)=O)C#N 2-{[4-(3-chlorophenyl)-1H-imidazol-2-yl]Carbonyl}-N-{(1S)-1-cyano-2-[(3S)-2-oxopyrrolidin-3-yl]Ethyl}-4-methyl-L-leucinoamide